N-(3-chloro-4-(cyclopropylmethoxy)phenyl)-N-(2,2-dimethyl-1-(1-methyl-1H-benzo[d]imidazol-2-yl)propyl)propiolamide ClC=1C=C(C=CC1OCC1CC1)N(C(C#C)=O)C(C(C)(C)C)C1=NC2=C(N1C)C=CC=C2